C1(CC1)N1CC2CCC(C1)N2C=2SC1=C(N2)C=CC(=C1)C(=O)NC1CCC(CC1)(F)F 2-(3-cyclopropyl-3,8-diazabicyclo[3.2.1]octan-8-yl)-N-(4,4-difluorocyclohexyl)-benzo[d]thiazole-6-carboxamide